N-(3-chlorophenyl)dibenzo[b,d]thiophen-4-amine ClC=1C=C(C=CC1)NC1=CC=CC2=C1SC1=C2C=CC=C1